C1(CC1)N1C(=NN=C1)C1=CC=CC(=N1)N1C(C2=CC=C(C=C2C1)NCC)=O 2-(6-(4-cyclopropyl-4H-1,2,4-triazol-3-yl)pyridin-2-yl)-5-(ethylamino)isoindolin-1-one